dimethyl-(tricosyl)amine CN(CCCCCCCCCCCCCCCCCCCCCCC)C